6-[[(1R)-1-(3,6-Dimethyl-4-oxo-2-phenyl-chromen-8-yl)ethyl]amino]-2,3-difluoro-N-methylsulfonyl-benzamide CC1=C(OC2=C(C=C(C=C2C1=O)C)[C@@H](C)NC1=CC=C(C(=C1C(=O)NS(=O)(=O)C)F)F)C1=CC=CC=C1